N,N-diethylaniline tetrakis(phenyl)borate C1(=CC=CC=C1)[B-](C1=CC=CC=C1)(C1=CC=CC=C1)C1=CC=CC=C1.C(C)N(C1=CC=CC=C1)CC